O1C(CNCCC1)C1=NC=2C(=NC=CC2C2CCN(CC2)C(=O)C2=CC=C(C=C2)OC(F)(F)F)N1 [4-[2-[1,4-oxazepan-2-yl]-3H-imidazo[4,5-b]pyridin-7-yl]-1-piperidyl]-[4-(trifluoromethoxy)phenyl]methanone